(1S,3aR,6aS)-2-((S)-2-acetamido-2-phenylacetyl)-N-((S,Z)-4-fluoro-4-(methylsulfonyl)-1-((S)-2-oxopyrrolidin-3-yl)but-3-en-2-yl)octahydrocyclopenta[c]pyrrole-1-carboxamide C(C)(=O)N[C@H](C(=O)N1[C@@H]([C@@H]2[C@H](C1)CCC2)C(=O)N[C@@H](C[C@H]2C(NCC2)=O)\C=C(/S(=O)(=O)C)\F)C2=CC=CC=C2